3-[3-[6-(1-methylpyrazol-4-yl)pyrrolo[1,2-b]pyridazin-4-yl]-3,8-diazabicyclo[3.2.1]octan-8-yl]-1-(trifluoromethyl)cyclobutan-1-ol CN1N=CC(=C1)C=1C=C2N(N=CC=C2N2CC3CCC(C2)N3C3CC(C3)(O)C(F)(F)F)C1